3-cyclopropyl-N-(2-methoxy-5-((5-(trifluoromethyl)pyridin-2-yl)oxy)phenyl)-2-oxoimidazolidine-4-carboxamide C1(CC1)N1C(NCC1C(=O)NC1=C(C=CC(=C1)OC1=NC=C(C=C1)C(F)(F)F)OC)=O